FC1=CC=C(CC2=CC3=C(OC[C@@H](N3)C)N=C2C(=O)NC(C)C)C=C1 (S)-7-(4-fluorobenzyl)-N-isopropyl-2-methyl-2,3-dihydro-1H-pyrido[2,3-b][1,4]oxazine-6-carboxamide